C[C@@H](CC1=CC=C(C=C1)CCCCCC(=O)O)NC The molecule is a monocarboxylic acid comprised of hexanoic acid substituted on C-6 by a 4-[(2S)-2-(methylamino)propyl]phenyl group. It has a role as a hapten. It is a monocarboxylic acid and a secondary amino compound. It derives from a methamphetamine and a hexanoic acid.